C(C)(=O)OC(C(=O)OC(C(=O)O)C)C 2-(2'-acetoxypropionyloxy)propionic acid